ClC1=C(C(=O)OC(C(=O)OCCOC)(C)C)C=C(C(=C1)F)[N+](=O)[O-] methoxyethyl 2-(2-chloro-4-fluoro-5-nitrobenzoyloxy)-2-methylpropionate